(2S)-1-(2-methylpropane-2-sulfonyl)-N-[(1r,4r)-4-hydroxy-4-(trifluoromethyl)cyclohexyl]-2-(trifluoromethyl)piperidine-4-carboxamide CC(C)(C)S(=O)(=O)N1[C@@H](CC(CC1)C(=O)NC1CCC(CC1)(C(F)(F)F)O)C(F)(F)F